1,3-diphenyl-3-phospholene C1(=CC=CC=C1)P1CC(=CC1)C1=CC=CC=C1